4-(3-oxo-7-((4-phenoxyphenyl)amino)isoindolin-5-yl)benzamide O=C1NCC2=C(C=C(C=C12)C1=CC=C(C(=O)N)C=C1)NC1=CC=C(C=C1)OC1=CC=CC=C1